O1C2=C(C(=C1)C=1C=C(OC1)C(CCC(=O)O)=O)SC=C2 4-(4-(thieno[3,2-b]furan-3-yl)furan-2-yl)-4-oxobutyric acid